N-tert-butyl-2-(4-cyanopiperidin-1-yl)acetamide C(C)(C)(C)NC(CN1CCC(CC1)C#N)=O